C(#N)C1=C(C=CC=C1)[C@@H](CC)C=1C=NN(C1)C(F)F (1R,2S)-1-(2-cyanophenyl)-1-(1-(difluoromethyl)-1H-pyrazol-4-yl)propan